1-(4-fluorophenyl)-2-hydroxy-2-methylpropan-1-one FC1=CC=C(C=C1)C(C(C)(C)O)=O